2-amino-1-(7,8-difluoro-3,4-dihydrobenzo[b][1,4]oxazepin-5(2H)-yl)ethan-1-one NCC(=O)N1C2=C(OCCC1)C=C(C(=C2)F)F